P1(OC2=C(C=C(C=C2C(C)(C)C)C(C)(C)C)CC2=C(C(=CC(=C2)C(C)(C)C)C(C)(C)C)O1)OCC(CCCC)CC 2,2'-methylenebis(4,6-di-t-butylphenyl) 2-ethylhexyl phosphite